N-(3,5-Dimethoxyphenyl)-3-(1-methylpyrazol-4-yl)-N-(3-pyrimidin-2-ylpropyl)quinoxalin-6-amine COC=1C=C(C=C(C1)OC)N(C=1C=C2N=C(C=NC2=CC1)C=1C=NN(C1)C)CCCC1=NC=CC=N1